2,2',2''-{10-[1-ethoxy-5-{4-[2-(2-ethoxyethoxy)ethoxy]phenyl}-1-oxopentan-2-yl]-1,4,7,10-tetraazacyclododecane-1,4,7-triyl}triacetic acid C(C)OC(C(CCCC1=CC=C(C=C1)OCCOCCOCC)N1CCN(CCN(CCN(CC1)CC(=O)O)CC(=O)O)CC(=O)O)=O